L-ribose tetraacetate C(C)(=O)O[C@H](C=O)[C@@H](OC(C)=O)[C@@H](OC(C)=O)COC(C)=O